(S)-8-chloro-4-((3,4-dichloro-2-fluorophenyl)amino)-6-(((3,6-dihydro-2H-pyran-4-yl)(1-(oxetan-3-yl)-1H-1,2,3-triazol-4-yl)methyl)amino)quinoline-3-carbonitrile ClC=1C=C(C=C2C(=C(C=NC12)C#N)NC1=C(C(=C(C=C1)Cl)Cl)F)N[C@H](C=1N=NN(C1)C1COC1)C=1CCOCC1